1-(3-(((3-Isopropyl-2-(8-methyl-[1,2,4]triazolo[1,5-a]pyridin-6-yl)-1H-indol-5-yl)oxy)methyl)azetidin-1-yl)-2-methylpropan-2-ol C(C)(C)C1=C(NC2=CC=C(C=C12)OCC1CN(C1)CC(C)(O)C)C=1C=C(C=2N(C1)N=CN2)C